N-(2-(3,3-dimethyl-2-(3,5-dimethylphenyl)cyclobut-1-en-1-yl)phenyl)acetamide CC1(C(=C(C1)C1=C(C=CC=C1)NC(C)=O)C1=CC(=CC(=C1)C)C)C